Cl.ClC1=C(C=CC=C1)C1=C(NC2=CC=C(C=C12)F)C(=O)NC[C@H](CC(CN)O)N 3-(2-chlorophenyl)-N-((2S)-2,5-diamino-4-hydroxypentyl)-5-fluoro-1H-indole-2-carboxamide hydrogen chloride salt